BrC=1C(=NC(=NC1)NC1=C(C=C(C(=C1)CC)C1CCN(CC1)C1CCN(CC1)CCO)OC)NC=1C(=C2N=CC=NC2=CC1)NS(=O)(=O)C N-(6-((5-bromo-2-((5-ethyl-4-(1'-(2-hydroxyethyl)-[1,4'-bipiperidin]-4-yl)-2-methoxyphenyl)amino)pyrimidin-4-yl)amino)quinoxalin-5-yl)methanesulfonamide